tert-butyl 5-[4-(3-methoxycarbonyl-1-methyl-2-oxo-pyrrolidin-3-yl)-7-(2-methoxy-4,6-dimethyl-phenyl)-1,8-naphthyridin-2-yl]-3,6-dihydro-2H-pyridine-1-carboxylate COC(=O)C1(C(N(CC1)C)=O)C1=CC(=NC2=NC(=CC=C12)C1=C(C=C(C=C1C)C)OC)C1=CCCN(C1)C(=O)OC(C)(C)C